1-(2-Fluoro-4-methylphenyl)cyclopropane-carbonyl chloride FC1=C(C=CC(=C1)C)C1(CC1)C(=O)Cl